2-(3-((S or R)-1-(((R)-phenyl((R)-1,2,3,4-tetrahydropyrido[2,3-b]pyrazin-3-yl)methyl)amino)propan-2-yl)phenyl)acetamide C1(=CC=CC=C1)[C@H]([C@H]1CNC2=C(N1)N=CC=C2)NC[C@@H](C)C=2C=C(C=CC2)CC(=O)N |o1:19|